C(C1=CC=CC=C1)N1C(C(C2=CC=C(C=C12)C1=CC=C(C=C1)C(C)(C)C)=O)=O benzyl-6-(4-(tert-butyl)phenyl)indoline-2,3-dione